FC(N1N=C(C=C1)C1=NC(=CC=C1NCCS(=O)(=O)NC)C1=CC=C(C=C1)C(F)(F)F)F 2-((2-(1-(difluoromethyl)-1H-pyrazol-3-yl)-6-(4-(trifluoromethyl)phenyl)pyridin-3-yl)amino)-N-methylethane-1-sulfonamide